FC1=CC(=CC=2N(C(=NC21)C)C(C)C)C=2C=CN1N=C(N=CC12)C1(CC(C1)N)N 1-(5-(4-fluoro-1-isopropyl-2-methyl-1H-benzo[d]imidazol-6-yl)pyrrolo[2,1-f][1,2,4]triazin-2-yl)cyclobutane-1,3-diamine